tert-butyl (3-(4-chlorophenyl)bicyclo[1.1.1]pentan-1-yl)carbamate ClC1=CC=C(C=C1)C12CC(C1)(C2)NC(OC(C)(C)C)=O